N(=C=S)C1=CC=C(C=C1)C=1C(=NNC=CC1)C1=CC=C(C=C1)N=C=S bis(4-isothiocyanatophenyl)diazepine